C1(=CC=C(C=C1)C)C R-4-xylene